N-((1S,4S)-4-(2,3,5,6-tetrafluoro-4-(methylsulfonyl)phenoxy)cyclohexyl)-7H-pyrrolo[2,3-d]pyrimidin-4-amine FC1=C(OC2CCC(CC2)NC=2C3=C(N=CN2)NC=C3)C(=C(C(=C1F)S(=O)(=O)C)F)F